OC[C@]1(OC2=C(C1)C=C(C(=C2)N2CCC(CC2)[C@](C(F)(F)F)(C)O)NC(=O)C=2C=NN1C2N=CC=C1)C N-((S)-2-(hydroxymethyl)-2-methyl-6-(4-((S)-1,1,1-trifluoro-2-hydroxypropan-2-yl)piperidin-1-yl)-2,3-dihydrobenzofuran-5-yl)pyrazolo[1,5-a]pyrimidine-3-carboxamide